BrCC(=O)[C@H]1OCCC1 (S)-2-bromo-1-(tetrahydrofuran-2-yl)ethan-1-one